COC1O[C@@H]([C@H]2OC(O[C@H]21)(C)C)CNC(C(C)C)=O N-[[(3aR,6R,6aR)-4-methoxy-2,2-dimethyl-3a,4,6,6a-tetrahydrofuro-[3,4-d][1,3]-dioxol-6-yl]methyl]-2-methyl-propanamide